(6,7-dichloro-1,3,4,5-tetrahydro-2H-pyrido[4,3-b]indol-2-yl)(4-methylpyrimidin-2-yl)methanone ClC1=C(C=CC=2C3=C(NC12)CCN(C3)C(=O)C3=NC=CC(=N3)C)Cl